(2-AminopyridiN-3-yl)boronic acid pinacol ester NC1=NC=CC=C1B1OC(C)(C)C(C)(C)O1